2-Methoxy-N-[[4-[[(methylamino)carbonyl]amino]phenyl]sulfonyl]benzamide COC1=C(C(=O)NS(=O)(=O)C2=CC=C(C=C2)NC(=O)NC)C=CC=C1